ClC1=C(C2=C(NC(C(=C2O)C2=CC(=CC=C2)F)=O)S1)C=1C(=C2CCCC2=CC1)O 2-Chloro-5-(3-fluorophenyl)-4-hydroxy-3-(4-hydroxyindan-5-yl)-7H-thieno[2,3-b]pyridin-6-one